Ethyl (2E)-3-(3,7-dimethyl-3H-[1,2,3]triazolo[4,5-b]pyridin-6-yl)prop-2-enoate CN1N=NC=2C1=NC=C(C2C)/C=C/C(=O)OCC